FC1(CCN(CC1)C(=O)C=1C=NC2=C(C=CC=C2C1)C1=CC=C2C(N(C=NC2=C1)C)=O)F 7-[3-(4,4-difluoropiperidine-1-carbonyl)-8-quinolyl]-3-methyl-quinazolin-4-one